4-[N-(2-cyanoethyl)sulfamoyl]-N-[6-(morpholinyl)benzothiazol-2-yl]Benzamide C(#N)CCNS(=O)(=O)C1=CC=C(C(=O)NC=2SC3=C(N2)C=CC(=C3)N3CCOCC3)C=C1